N-Boc-L-tert-Leucine C(=O)(OC(C)(C)C)N[C@@H](C(C)(C)C)C(=O)O